C1(CC1)N1CCC(CC1)N(C=1SC2=C(N1)SC=N2)C 5-[(1-cyclopropylpiperidin-4-yl)(methyl)amino][1,3]thiazolo[5,4-d][1,3]thiazol